ClC1=CC=C(C=C1)C=1C=C2C(=NC1)NC=C2C(=O)C=2C(=C(C=CC2F)NS(=O)(=O)CCC)F Propane-1-sulfonic acid {3-[5-(4-chloro-phenyl)-1H-pyrrolo[2,3-b]pyridine-3-carbonyl]-2,4-difluorophenyl}-amide